COC1=C(C=NC=C1)C1=CC2=C(C(=N1)C)C=NN2C2=NC(=CC(=C2)N2[C@@H]([C@H](C2)CS(=O)(=O)C)C)N2CCC1(CC1)CC2 6-(4-methoxypyridin-3-yl)-4-methyl-1-(4-((2R,3S)-2-methyl-3-((methylsulfonyl)methyl)azetidin-1-yl)-6-(6-azaspiro[2.5]octan-6-yl)pyridin-2-yl)-1H-pyrazolo[4,3-c]pyridine